BrC1=CC2=C(CS(C2)=O)C=C1F 5-bromo-6-fluoro-1,3-dihydrobenzo[c]thiophene 2-oxide